O=C1CNC2(CN1)CCCCC2 3-oxo-1,4-diazaspiro[5.5]undecane